FC1=C(C(=CC=C1)F)S(=O)(=O)Cl 2,6-difluorophenylsulfonyl chloride